(3R)-3-hydroxybutanoyl-CoA O[C@@H](CC(=O)SCCNC(CCNC([C@@H](C(COP(OP(OC[C@@H]1[C@H]([C@H]([C@@H](O1)N1C=NC=2C(N)=NC=NC12)O)OP(=O)(O)O)(=O)O)(=O)O)(C)C)O)=O)=O)C